C(C)(C)(C)OC(=O)N1CC2=C(C=CC(=C2C(C1)C)F)OCC1=CC=CC=C1 8-(benzyloxy)-5-fluoro-4-methyl-3,4-dihydroisoquinoline-2(1H)-carboxylic acid tert-butyl ester